ClC1=CC2=C(NC(=N2)C(C)(C)C2CCC(CC2)C2=CC=NC3=CC=C(C=C23)F)C=C1 4-((1S,4S)-4-(2-(5-chloro-1H-benzo[d]imidazol-2-yl)propan-2-yl)cyclohexyl)-6-fluoroquinoline